tert-butyl (2S,4R)-4-[(tert-butyldimethylsilyl)oxy]-2-[3-(methoxycarbonyl)phenoxymethyl]-pyrrolidine-1-carboxylate [Si](C)(C)(C(C)(C)C)O[C@@H]1C[C@H](N(C1)C(=O)OC(C)(C)C)COC1=CC(=CC=C1)C(=O)OC